di-tert-butyl (2S,2'S)-2,2'-{[(1S,4S)-1,4-dihydroxybutane-1,4-diyl]bis(6-fluoro-1-{[2-(trimethylsilyl)ethoxy]methyl}-1H-benzimidazole-5,2-diyl)}dipyrrolidine-1-carboxylate O[C@@H](CC[C@H](O)C1=CC2=C(N(C(=N2)[C@H]2N(CCC2)C(=O)OC(C)(C)C)COCC[Si](C)(C)C)C=C1F)C1=CC2=C(N(C(=N2)[C@H]2N(CCC2)C(=O)OC(C)(C)C)COCC[Si](C)(C)C)C=C1F